BrC=1C=NN2C1N=CC(=C2)O 3-bromopyrazolo[1,5-a]pyrimidin-6-ol